CN1N=C(C(=C1C)O)C1=CC(=CC=C1)CC 1,5-Dimethyl-3-(3-Ethylphenyl)-pyrazol-4-ol